1-[[2-(difluoromethoxy)pyridin-4-yl]methyl]-3-(2-trimethylsilylethyl)urea FC(OC1=NC=CC(=C1)CNC(=O)NCC[Si](C)(C)C)F